tert-butyl 3-(3-benzyloxypropoxy)propanoate C(C1=CC=CC=C1)OCCCOCCC(=O)OC(C)(C)C